5,7-dihydropyrrolo[3,4-b]pyridin-6-yl-[2,4-dihydroxy-6-(m-tolylmethoxy)phenyl]methanone N1=C2C(=CC=C1)CN(C2)C(=O)C2=C(C=C(C=C2OCC=2C=C(C=CC2)C)O)O